N1C=[NH+]C=C1.[O-2].[Zn+] zinc oxide, imidazolium salt